BrC1=NOC(=C1)CCO 2-(3-bromoisoxazol-5-yl)ethan-1-ol